C(#N)C1=C(C=C(C=C1)NC(C1=CC(=C(C=C1)C)C#CC1=CC2=C(N(C=N2)C2=NN(C=C2)C)C=C1)=O)C(F)(F)F N-(4-cyano-3-(trifluoromethyl)phenyl)-4-methyl-3-((1-(1-methyl-1H-pyrazol-3-yl)-1H-benzo[d]imidazol-5-yl)ethynyl)benzamide